benzyl-2-oxa-5-azaspiro[3.5]nonane-8-carboxylic acid C(C1=CC=CC=C1)C1OCC12NCCC(C2)C(=O)O